tert-butyl (R)-((4-benzyl-1,4-oxazepan-3-yl)methyl)carbamate C(C1=CC=CC=C1)N1[C@@H](COCCC1)CNC(OC(C)(C)C)=O